NC1=C(C=C(OC=2C(=NC=CC2OC2=CC(=C(C=C2)N)F)C(=O)NC)C=C1)F 4-amino-3-fluorophenoxy-4-(4-amino-3-fluorophenoxy)-N-methylpyridine-2-carboxamide